S1(=O)O[Se]O1.[Na] sodium seleno sulfite